1-tert-butyl-3-[(1s,4s)-4-[(tert-butyldiphenylsilyl)oxy]cyclohexyl]-1H-pyrazol-5-amine C(C)(C)(C)N1N=C(C=C1N)C1CCC(CC1)O[Si](C1=CC=CC=C1)(C1=CC=CC=C1)C(C)(C)C